N-((3S,4S)-3-((8-(cyclopropylmethyl)-6-(2,6-dichloro-3,5-dimethoxyphenyl)pyrido[3,4-d]pyrimidin-2-yl)amino)tetrahydro-2H-pyran-4-yl)acrylamide C1(CC1)CC1=NC(=CC2=C1N=C(N=C2)N[C@@H]2COCC[C@@H]2NC(C=C)=O)C2=C(C(=CC(=C2Cl)OC)OC)Cl